CC1=C(C=CC=C1C=1SC(=CN1)CN1C(CCCC1)C(=O)O)C1=CC=CC=C1 1-((2-(2-methyl-[1,1'-biphenyl]-3-yl)thiazol-5-yl)methyl)piperidine-2-carboxylic acid